ClC1=CC(=C(C=C1)C(COC1=C(C=CC=C1Br)Br)O)F 1-(4-chloro-2-fluoro-phenyl)-2-(2,6-dibromophenoxy)ethanol